OC=1C(=NC=CC1OC)C(=O)N[C@H](C(=O)O[C@H]([C@@H](C(C)C)C1=C(C=C(C=C1)F)C)C)C [(1S,2S)-2-(4-fluoro-2-methyl-phenyl)-1,3-dimethyl-butyl] (2S)-2-[(3-hydroxy-4-methoxy-pyridinecarbonyl)amino]propanoate